Dibenzo[b,d]thiophene-4-boronic acid C1=CC=C(C=2SC3=C(C21)C=CC=C3)B(O)O